FC(OC1=CC2=C(N=C(N2)S)C=C1)F 5-difluoromethoxybenzimidazol-2-thiol